3-(aminomethyl)-6-(4-methoxybenzyl)-1-(4-(trifluoromethyl)phenyl)-2,3,4,6-tetrahydro-1,6-naphthyridin-5(1H)-one NCC1CN(C=2C=CN(C(C2C1)=O)CC1=CC=C(C=C1)OC)C1=CC=C(C=C1)C(F)(F)F